benzotriazol-1-yloxy(tripyrrolidin-1-yl)phosphonium hexafluorophosphate F[P-](F)(F)(F)(F)F.N1(N=NC2=C1C=CC=C2)O[P+](N2CCCC2)(N2CCCC2)N2CCCC2